C1(C(C=CC=C1)C)(C)SP(O)(O)=S xylenyl-dithiophosphoric acid